1,3,5-tris-methyl-2,4,6-tris(3,5-di-tert-butyl-4-hydroxybenzyl)benzene CC1=C(C(=C(C(=C1CC1=CC(=C(C(=C1)C(C)(C)C)O)C(C)(C)C)C)CC1=CC(=C(C(=C1)C(C)(C)C)O)C(C)(C)C)C)CC1=CC(=C(C(=C1)C(C)(C)C)O)C(C)(C)C